nonyl icosanoate C(CCCCCCCCCCCCCCCCCCC)(=O)OCCCCCCCCC